carbamic acid benzyl ester trifluoroacetate FC(C(=O)O)(F)F.C(C1=CC=CC=C1)OC(N)=O